4-isopropyl-salicylaldehyde C(C)(C)C=1C=C(C(C=O)=CC1)O